(S)-1-(5-(quinolin-4-ylthio)pyrazin-2-yl)-4'H,6'H-spiro[piperidine-4,5'-pyrrolo[1,2-b]pyrazol]-4'-amine N1=CC=C(C2=CC=CC=C12)SC=1N=CC(=NC1)N1CCC2([C@@H](C=3N(N=CC3)C2)N)CC1